OC1=C(C=NC(=C1C=1C=NOC1)C)C(=O)N 4-hydroxy-6-methyl-5-(1,2-oxazol-4-yl)pyridine-3-carboxamide